BrC=1C=NC=2OC=3C(=NC(=NC3C2C1)Cl)Cl 12-bromo-4,6-dichloro-8-oxa-3,5,10-triazatricyclo[7.4.0.02,7]Tridec-1(9),2(7),3,5,10,12-hexaene